NCC1=CC=C(C=C1)CNC1=C(C(=NN1C(C1=CC(=CC=C1)C(=O)O)=O)C1CN(CCC1)CC(=O)N1CCOCC1)OC 3-[5-({[4-(Aminomethyl)phenyl]methyl}amino)-1-(3-carboxybenzoyl)-4-methoxy-1H-pyrazol-3-yl]-1-[2-(morpholin-4-yl)-2-oxoethyl]piperidin